2-[[5-bromo-2-[4-(4-oxobutylsulfamoyl)anilino]pyrimidin-4-yl]amino]-6-fluoro-benzamide BrC=1C(=NC(=NC1)NC1=CC=C(C=C1)S(NCCCC=O)(=O)=O)NC1=C(C(=O)N)C(=CC=C1)F